2-(2-(((3R,4S)-1-((1H-pyrazol-4-yl)sulfonyl)-3-fluoropiperidin-4-yl)amino)-5-(trifluoro-methyl)pyrimidin-4-yl)-5,6-dihydro-4H-thieno[2,3-c]pyrrol-4-one N1N=CC(=C1)S(=O)(=O)N1C[C@H]([C@H](CC1)NC1=NC=C(C(=N1)C1=CC2=C(CNC2=O)S1)C(F)(F)F)F